ethoxy cetyloxy phosphate P(=O)(OOCC)(OOCCCCCCCCCCCCCCCC)[O-]